1-1-ethyl-5-(trifluoromethyl)-4,5,6,7-tetrahydro-1H-indazole-3-carboxylic acid ethyl ester C(C)OC(=O)C1=NN(C=2CCC(CC12)C(F)(F)F)CC